2-Deoxy-Adenosine C1[C@@H]([C@H](O[C@H]1N2C=NC3=C(N=CN=C32)N)CO)O